(S)-2,2'-binaphthyl-phosphoric acid P(O)(O)(O)=O.C1=C(C=CC2=CC=CC=C12)C1=CC2=CC=CC=C2C=C1